C[C@@]1(CN(CCC1)C1=NC(=CC=C1)S(NC1=NC(=C(C=C1)C(F)(F)F)C1=C(C=CC=C1)OCCC)(=O)=O)C(=O)O (R)-3-methyl-1-(6-(N-(6-(2-propoxyphenyl)-5-(trifluoromethyl)pyridin-2-yl)sulfamoyl)pyridin-2-yl)piperidine-3-carboxylic acid